C(C)OC(=O)C1(CCC1)C(=O)O 1-ethoxycarbonylcyclobutanecarboxylic acid